C(C=C)(=O)N1N=C(C=C1NC(=O)NC1=CC=C(C=C1)N1C=NC=C1)C(C)(C)C 1-(2-acryloyl-5-tert-butyl-2H-pyrazol-3-yl)-3-(4-imidazol-1-yl-phenyl)-urea